tert-butyl (2S,4R)-4-(2,3-dichloro-6-methoxyphenyl)-2-[[(3-methoxy-2-methyl-3-oxopropyl)amino]methyl]pyrrolidine-1-carboxylate ClC1=C(C(=CC=C1Cl)OC)[C@H]1C[C@H](N(C1)C(=O)OC(C)(C)C)CNCC(C(=O)OC)C